ClCC(CC1(NC[C@H](C1)F)C(=O)OC)=C methyl (4S)-2-(2-(chloromethyl) allyl)-4-fluoropyrrolidine-2-carboxylate